2-trimethylsilylethyl-N-[(3R,4R)-1-[6-[[1-[3-[4-(3-aminopropyl)piperazin-1-yl]propyl]-3-methoxy-pyrazol-4-yl]amino]-9-methyl-purin-2-yl]-4-fluoro-pyrrolidin-3-yl]carbamate C[Si](CCOC(N[C@@H]1CN(C[C@H]1F)C1=NC(=C2N=CN(C2=N1)C)NC=1C(=NN(C1)CCCN1CCN(CC1)CCCN)OC)=O)(C)C